CS(=O)(=O)C=1C=C(C=NC1)C1=NC(=NC=C1C(F)(F)F)N[C@@H]1CC[C@H](CC1)N(C(OCC1(CC1)N)=O)C1=NC=C(N=C1)C=1C=NC(=NC1)OC (1-aminocyclopropyl)methyl (trans-4-((4-(5-(methanesulfonyl)pyridin-3-yl)-5-(trifluoromethyl)pyrimidin-2-yl)amino)cyclohexyl)(5-(2-methoxypyrimidin-5-yl)pyrazin-2-yl)carbamate